CSC1=NN2C(C(=N1)SC)=NC=C2C(F)(F)F.[Al+2] Aluminium (ii) 2,4-bis(methylsulfanyl)-7-(trifluoromethyl)imidazo[2,1-f][1,2,4]triazine